CC(C)(C#CC(C)(OOC(C)(C)C)C)OOC(C)(C)C 2,5-dimethyl-2,5-di(t-butylperoxy)hex-3-yne